C[NH+](CC1=C(C(=CC(=C1)Br)Br)N)C2CCCCC2 The molecule is an ammonium ion resulting from the protonation of the tertiary amino group of bromhexine. It is the major species at pH 7.3. It is a conjugate acid of a bromhexine.